N-benzoyl-L-isoleucyl-L-glutamyl-glycyl-L-arginine C(C1=CC=CC=C1)(=O)N[C@@H]([C@@H](C)CC)C(=O)N[C@@H](CCC(=O)O)C(=O)NCC(=O)N[C@@H](CCCNC(N)=N)C(=O)O